C(CC=C)C1(N(CCC1)C(=O)OCC1=CC=CC=C1)C(=O)OC 1-benzyl 2-methyl 2-(but-3-en-1-yl)pyrrolidine-1,2-dicarboxylate